(S)-2-((4-(6-((5-cyanopyridin-2-yl)methoxy)pyrazin-2-yl)piperazin-1-yl)methyl)(oxetane-2-ylmethyl)-1H-benzo[d]imidazole-6-carboxylic acid C(#N)C=1C=CC(=NC1)COC1=CN=CC(=N1)N1CCN(CC1)CC1=NC2=C(N1C[C@H]1OCC1)C=C(C=C2)C(=O)O